N4-cyclohexyl-N2-(3-ethoxypropyl)quinazoline-2,4-diamine C1(CCCCC1)NC1=NC(=NC2=CC=CC=C12)NCCCOCC